ClC1=C(C=CC(=C1)C)S(=O)(=O)N1CCC2(C[C@H](CO2)N2CC(C2)O)CC1 (R)-1-(8-((2-chloro-4-methylphenyl)sulfonyl)-1-oxa-8-azaspiro[4.5]dec-3-yl)azetidin-3-ol